COCCCN(C)C 3-methoxy-N,N-dimethylpropane-1-amine